BrCC1=CC=C2CCN=CC2=C1 7-(bromomethyl)-3,4-dihydroisoquinoline